6-O-α-rhamnosyl-β-D-glucose [C@@H]1([C@H](O)[C@H](O)[C@@H](O)[C@@H](O1)C)OC[C@@H]1[C@H]([C@@H]([C@H]([C@H](O)O1)O)O)O